ClC1=C(C=C(C=C1)C1=CC(=CC=C1)OCC)CC(C(=O)NC1=CC=C(C=C1)C1=NN=CN1C)NC(=O)C=1N(N=CC1)C N-[1-[[2-chloro-5-(3-ethoxyphenyl)phenyl]methyl]-2-[4-(4-methyl-1,2,4-triazol-3-yl)anilino]-2-oxo-ethyl]-2-methyl-pyrazole-3-carboxamide